NC1=C(SC2=NC(=CC=C21)C)C(=O)N[C@@H]2CC1=CC=C(C(=C1CC2)C#N)N2CC1CNCC(C2)O1 3-amino-N-[(2S)-5-cyano-6-{9-oxa-3,7-diazabicyclo[3.3.1]nonan-3-yl}-1,2,3,4-tetrahydronaphthalen-2-yl]-6-methylthieno[2,3-b]pyridine-2-carboxamide